4-[(6-Methylpyrazin-2-yl)oxy]-N-[2-(pyridin-3-yl)-1,3-benzoxazol-5-yl]benzamide CC1=CN=CC(=N1)OC1=CC=C(C(=O)NC=2C=CC3=C(N=C(O3)C=3C=NC=CC3)C2)C=C1